2-(2-hydroxyethyl)nicotinamide OCCC1=C(C(=O)N)C=CC=N1